COC([C@H](N(NC(=O)C=1OC2=CC=CC(=C2C(C1)=O)OC1=CC=C(C=C1)Br)C)CC1=CNC2=CC=CC=C12)=O methyl-(5-((4-bromophenyl)oxy)-4-oxo-4H-chromene-2-carbonylamino)-D-tryptophan methyl ester